tert-butyl-4-chloro-7,7-dimethyl-8-(1-(piperidin-4-ylmethyl)piperidin-4-yl)indolo[1,2-a]quinazolin-5(7H)-one C(C)(C)(C)C1=CC=C(C=2C(N=C3N(C12)C1=CC=CC(=C1C3(C)C)C3CCN(CC3)CC3CCNCC3)=O)Cl